O=C1NC(CCC1C1=CC=C(C=C1)N1CCN(CC1)CCN1CCC(CC1)N1CCN(CC1)C=1C=C2C(N(C(C2=CC1)=O)[C@H](CS(=O)(=O)C)C1=CC(=C(C=C1)OC)OCC)=O)=O 5-(4-(1-(2-(4-(4-(2,6-dioxopiperidin-3-yl)phenyl)piperazin-1-yl)ethyl)piperidin-4-yl)piperazin-1-yl)-2-((S)-1-(3-ethoxy-4-methoxyphenyl)-2-(methylsulfonyl)ethyl)isoindoline-1,3-dione